OC(=O)C(F)(F)F.COC[C@H]1C[C@H](CN1)NC(=O)C=1OC(=CN1)C1=CC(=CC=C1)C(F)(F)F N-((3R,5R)-5-(methoxymethyl)pyrrolidin-3-yl)-5-(3-(trifluoromethyl)phenyl)oxazole-2-carboxamide TFA salt